1-[1-[3-(difluoromethyl)-5-fluoro-phenyl]-5-isopropyl-pyrazol-3-yl]piperazine FC(C=1C=C(C=C(C1)F)N1N=C(C=C1C(C)C)N1CCNCC1)F